4-fluoro-N-(4-fluoro-3-(trifluoromethyl)phenyl)-2-nitrobenzamide FC1=CC(=C(C(=O)NC2=CC(=C(C=C2)F)C(F)(F)F)C=C1)[N+](=O)[O-]